CC1(CC=2N(N=CC2B2OC(C(O2)(C)C)(C)C)C1)C 5,5-dimethyl-3-(4,4,5,5-tetramethyl-1,3,2-dioxaborolan-2-yl)-4,6-dihydropyrrolo[1,2-b]pyrazole